p-Dithiane-2,5-diol S1C(CSC(C1)O)O